6-([1,1'-biphenyl]-3-yl)-5,7-dimethyl-2-(pyridin-2-yl)-2,6-dihydro-1H-pyrrolo[3,4-d]pyridazin-1-one C1(=CC(=CC=C1)N1C(=C2C(N(N=CC2=C1C)C1=NC=CC=C1)=O)C)C1=CC=CC=C1